octanediol diformate C(=O)OC(CCCCCCC)OC=O